deoxy-2'-fluoro-2'-C-methyl-3'-butyryloxyuridine F[C@]1([C@@H](O[C@@H]([C@]1(O)OC(CCC)=O)CO)N1C(=O)NC(=O)C=C1)C